methyl 6-(aminomethyl)-5-methylpyridazine-3-carboxylate NCC1=C(C=C(N=N1)C(=O)OC)C